4-methylbenzenesulfonic acid-hydrate O.CC1=CC=C(C=C1)S(=O)(=O)O